β,β-dimethyl-1,3-dioxane-2-ethanol diacrylate C(C=C)(=O)O.C(C=C)(=O)O.CC(CO)(C1OCCCO1)C